C(CCC)NC1=CC(=C(C(=O)O)C=C1)NC1=CC=CC=C1 4-(butylamino)-2-(phenylamino)benzoic acid